C1=CC=CC=2C3=CC=CC=C3CP(C12)=O 9,10-dihydro-10-phosphaphenanthrene-10-oxide